tert-butyl (R)-7-methyl-3-(3,4,5-trifluorophenyl)-2,4,5,7-tetrahydro-6H-pyrazolo[3,4-c]pyridine-6-carboxylate C[C@H]1N(CCC=2C1=NNC2C2=CC(=C(C(=C2)F)F)F)C(=O)OC(C)(C)C